FC1=C(C(=O)NC2=CC(=CC=C2)NC2=NC(=NC=C2F)NC2=CC=C(C=C2)OCCOC)C(=C(C(=C1F)F)F)S(=O)C 2,3,4,5-tetrafluoro-N-(3-((5-fluoro-2-((4-(2-methoxyethoxy)phenyl)amino)pyrimidin-4-yl)amino)phenyl)-6-(methylsulfinyl)benzamide